aminoethylphosphoric acid NCCOP(O)(O)=O